1,2-dibutyl-3-ethyl-imidazolium chloride [Cl-].C(CCC)N1C(=[N+](C=C1)CC)CCCC